6-amino-pyridin NC1=CC=CC=N1